NC1=CC=CC(=N1)N1CCC(CC1)N(C(OC(C)(C)C)=O)C tert-Butyl (1-(6-aminopyridin-2-yl)piperidin-4-yl)(methyl)carbamate